ClC=1C(=NC=CC1C1=C(C(=CC=C1)C1=NC(=C(C=C1)CNC)OC)Cl)C1=CC(=C(CNC(C)C)C=C1)OC N-(4-(3-chloro-4-(2-chloro-3-(6-methoxy-5-((methylamino)methyl)pyridin-2-yl)phenyl)pyridin-2-yl)-2-methoxybenzyl)propan-2-amine